CC1(O[C@H]2C[C@@]34[C@H](C([C@H]([C@]2(O1)C)C4)(C)C)CC[C@H]3C)COC=CC (1R,3S,7R,8R,10S,13R)-5,7,9,9,13-pentamethyl-5-{[1-propen-1-yloxy]methyl}-4,6-dioxatetracyclo[6.5.1.01,10.03,7]tetradecane